C(C)(=O)OC[C@H]1[C@H](CC1)COC(C)=O (1R,2S)-cyclobutane-1,2-diylbis(methylene) diacetate